C(#N)[C@H](C[C@H]1C(NCC1)=O)NC([C@@H](NC(=O)C1=CN=C(O1)C(F)(F)F)CC(C)(C)C)=O N-{(1S)-1-cyano-2-[(3S)-2-oxopyrrolidin-3-yl]ethyl}-4-methyl-N2-{[2-(trifluoromethyl)-1,3-oxazol-5-yl]carbonyl}-L-leucinamide